CN(CCC(=O)N1CCC(CC1)C1=NNC(=C1C(C)C)C=1C=C(C=2N(C1)N=CN2)C)C 3-(dimethylamino)-1-(4-(4-isopropyl-5-(8-methyl-[1,2,4]triazolo[1,5-a]pyridin-6-yl)-1H-pyrazol-3-yl)piperidin-1-yl)propan-1-one